11-((2-((4-methyl-5-nitrothiazol-2-yl)carbamoyl)phenyl)amino)-11-oxoundecanoic acid CC=1N=C(SC1[N+](=O)[O-])NC(=O)C1=C(C=CC=C1)NC(CCCCCCCCCC(=O)O)=O